FC1(CCN(CC1)C(=O)N1CCN2C=C(C3=CC(=CC(=C23)C1)C(F)(F)F)C=1C(NC(C1C1=CN=C2N1C=CC=C2)=O)=O)F 3-(2-(4,4-difluoropiperidine-1-carbonyl)-9-(trifluoromethyl)-1,2,3,4-tetrahydro-[1,4]diazepino[6,7,1-hi]indol-7-yl)-4-(imidazo[1,2-a]pyridin-3-yl)-1H-pyrrole-2,5-dione